6-methoxy-N2,N2-dimethyl-N4-(piperazin-1-ylmethyl)-7-(3-(pyrrolidin-1-yl)propoxy)quinazoline-2,4-diamine COC=1C=C2C(=NC(=NC2=CC1OCCCN1CCCC1)N(C)C)NCN1CCNCC1